6-(2,2-difluorocyclopropyl)-N-(8-fluoro-7-(2-hydroxypropan-2-yl)-2-(piperidin-4-yl)imidazo[1,2-a]pyridin-6-yl)pyridine-2-carboxamide FC1(C(C1)C1=CC=CC(=N1)C(=O)NC=1C(=C(C=2N(C1)C=C(N2)C2CCNCC2)F)C(C)(C)O)F